pyridine-2-carbonylamide N1=C(C=CC=C1)C(=O)[NH-]